methyl 4-(6-cyano-2H-indazol-2-yl)-4-(5-methoxy-7-methyl-1H-indol-4-yl)butanoate C(#N)C=1C=CC2=CN(N=C2C1)C(CCC(=O)OC)C1=C2C=CNC2=C(C=C1OC)C